ClC1=CC=C(O1)C1C(=NN(C1(C(=O)NCC1CN(CCO1)C1CC1)C)C1=C(C=C(C=C1)F)F)C1=C(C=C(C=C1)F)F 4-(5-Chlorofuran-2-yl)-N-((4-cyclopropylmorpholin-2-yl)methyl)-1,3-bis(2,4-difluorophenyl)-5-methyl-4,5-dihydro-1H-pyrazole-5-carboxamide